NC1=NC=CC=C1C1=NC=2C(=NC(=CC2)C(F)F)N1C=1C=C2CC[C@H](C2=CC1)NC1CCN(CC1)C(C=C)=O 1-(4-{[(1R)-5-[2-(2-aminopyridin-3-yl)-5-(difluoromethyl)imidazo[4,5-b]pyridin-3-yl]-2,3-dihydro-1H-inden-1-yl]amino}piperidin-1-yl)prop-2-en-1-one